N[C@H]1C2N(CC1CC2)C(=O)C=2C=C(C=1N(C2)N=C(C1C)C=1N(C2=CC(=CC=C2C1)C1=CC(=C(C=C1)F)O)CC1CC1)F ((7R)-7-Amino-2-azabicyclo[2.2.1]heptan-2-yl)(2-(1-(cyclopropylmethyl)-6-(4-fluoro-3-hydroxyphenyl)-1H-indol-2-yl)-4-fluoro-3-methylpyrazolo[1,5-a]pyridin-6-yl)methanone